ClC=1C=C(C=C(C1)Cl)N1CC(CC1=O)(C(=O)NCC1=NC(=NC=C1)SCC)C 1-(3,5-dichlorophenyl)-N-[(2-ethylsulfanylpyrimidin-4-yl)methyl]-3-methyl-5-oxopyrrolidine-3-carboxamid